N1(C=CC=C1)CCN 2-(pyrrol-1-yl)ethylamine